C1(=CC=CC2=CC=CC=C12)NC1=CC=CC=C1 N-α-naphthyl-N-phenyl-amine